C(CCC)CC(C(=O)[O-])=C(C)C n-butyl-methyl-methyl-methacrylate